C[SiH](OCCC1=CC=C(C=C1)N)C1=CC=CC=C1 methyl-p-aminophenylphenylethoxysilane